ClC1=C(C(=O)NC2=NC=NC(=C2Cl)OC2=CC=C(C=C2)O)C=CC(=C1)Cl 2,4-dichloro-N-(5-chloro-6-(4-hydroxyphenoxy)pyrimidin-4-yl)benzamide